[I-].C[N+]1=CN(C2=C1C=CC=C2)C(=S)SC 3-methyl-1-((methylthio)carbonothioyl)-1H-benzo[d]imidazol-3-ium iodide